2-[bis(2-hydroxyethyl)amino]-5-nitrophenol OCCN(C1=C(C=C(C=C1)[N+](=O)[O-])O)CCO